ClC=1C(=CC(=C(C1)N1C(C=CC2=CC(=CC=C12)S(=O)(=O)N(CC1=CC=C(C=C1)OC)C1=NOC=C1)=O)OC)C1CC(C1)C(F)(F)F (P)-1-(5-CHLORO-2-METHOXY-4-(3-(TRIFLUOROMETHYL)CYCLOBUTYL)PHENYL)-N-(ISOXAZOL-3-YL)-N-(4-METHOXYBENZYL)-2-OXO-1,2-DIHYDROQUINOLINE-6-SULFONAMIDE